C(C)(=O)C=1C=C(C=C2C(N(C(=NC12)N1CCOCC1)CC1CCC1)=O)C 8-acetyl-3-(cyclobutylmethyl)-6-methyl-2-morpholino-quinazolin-4-one